N4-[2-(6-methyl-2-pyridyl)pyrimidin-4-yl]-N2-[4-(piperazin-1-ylmethyl)phenyl]pyrimidine-2,4-diamine CC1=CC=CC(=N1)C1=NC=CC(=N1)NC1=NC(=NC=C1)NC1=CC=C(C=C1)CN1CCNCC1